1-methyl-4-(5-(1-methyl-1H-pyrazol-4-yl)-7-nitrobenzo[d][1,3]dioxol-4-yl)piperazine CN1CCN(CC1)C1=C(C=C(C=2OCOC21)[N+](=O)[O-])C=2C=NN(C2)C